C(#N)[C@H]1N(CSC1)C(CNC(=O)C1=CC=NC2=CC=C(C=C12)N1CC(C1)(C)F)=O (R)-N-(2-(4-cyanothiazolidin-3-yl)-2-oxoethyl)-6-(3-fluoro-3-methylazetidin-1-yl)-quinoline-4-carboxamide